OCCN1C[C@@H]2[C@H](CC1)CCN2C=2C(N(C(=NN2)C2=C(C=C(C=C2)OC(F)(F)F)O)C)=O 6-[(3aR,7aS)-6-(2-Hydroxyethyl)-3,3a,4,5,7,7a-hexahydro-2H-pyrrolo[2,3-c]pyridin-1-yl]-3-[2-hydroxy-4-(trifluoromethoxy)phenyl]-4-methyl-1,2,4-triazin-5-one